[Si](C1=CC=CC=C1)(C1=CC=CC=C1)(C(C)(C)C)OCC(CN1[C@@H](C=2NC3=CC=CC=C3C2C[C@H]1C)C1=CN=C(S1)O[C@H]1CNCCC1)(F)F 5-((1S,3R)-2-(3-((tert-butyldiphenylsilyl)oxy)-2,2-difluoropropyl)-3-methyl-2,3,4,9-tetrahydro-1H-pyrido[3,4-b]indol-1-yl)-2-(((R)-piperidin-3-yl)oxy)thiazole